CC(C)CCCCC(CCC(CC)C)C 2,7,10-trimethyl-dodecane